3-((tert-butyldiphenylsilyl)oxy)-N-methoxy-N-methylhex-4-enamide [Si](C1=CC=CC=C1)(C1=CC=CC=C1)(C(C)(C)C)OC(CC(=O)N(C)OC)C=CC